phenyl-(4-chlorophenyl)phosphorus oxide C1(=CC=CC=C1)[P](C1=CC=C(C=C1)Cl)=O